P(=O)(OCCCCCCCCCCCCCCCCCCCCOC(C=C)=O)([O-])[O-] acryloxyeicosyl phosphate